8-(2-methylpyridin-4-yl)-2,7-diphenylimidazo[1,2-c]pyrimidin-5(6H)-one CC1=NC=CC(=C1)C=1C=2N(C(NC1C1=CC=CC=C1)=O)C=C(N2)C2=CC=CC=C2